(benzyloxy)-1H-indole C(C1=CC=CC=C1)ON1C=CC2=CC=CC=C12